C1(CCCCC1)NC1=NN2C(C(=CC=C2)C=2C=C(C=CC2O)C2=CC=C(O2)P(O)(O)=O)=N1 (5-(3-(2-(cyclohexylamino)-[1,2,4]triazolo[1,5-a]pyridin-8-yl)-4-hydroxyphenyl)furan-2-yl)phosphonic acid